5-((2-(1H-indol-3-yl)ethyl)amino)-3-amino-N-carbamimidoyl-6-(2-(pyrrolidin-1-yl)pyrimidin-5-yl)pyrazine-2-carboxamide hydrochloride Cl.N1C=C(C2=CC=CC=C12)CCNC=1N=C(C(=NC1C=1C=NC(=NC1)N1CCCC1)C(=O)NC(N)=N)N